2-(2-((3r,4r)-3-amino-4-fluoropiperidin-1-yl)-5,6-difluoro-1H-benzo[d]imidazol-1-yl)-1-(5H-pyrrolo[3,4-b]pyridin-6(7H)-yl)ethanone N[C@@H]1CN(CC[C@H]1F)C1=NC2=C(N1CC(=O)N1CC3=NC=CC=C3C1)C=C(C(=C2)F)F